Cl.CC=1C=C(C=C2C(NC(=NC12)C1=NC=CC(=C1)C(F)(F)F)=O)CN1CCOCC1 8-methyl-6-(morpholinomethyl)-2-[4-(trifluoromethyl)-2-pyridinyl]-3H-quinazolin-4-one hydrochloride